Sodium N-(2,3-difluorophenyl)sulfamate FC1=C(C=CC=C1F)NS([O-])(=O)=O.[Na+]